2-methyl-4,5,6,7-tetrahydro-2H-pyrazolo[3,4-c]pyridin-3-yl trifluoromethanesulfonate FC(S(=O)(=O)OC=1N(N=C2CNCCC21)C)(F)F